(but-3-en-2-yl)-4-[[(tert-butoxy)carbonyl]amino]-3-hydroxypyrrolidine-1-carboxylic acid benzyl ester C(C1=CC=CC=C1)OC(=O)N1C(C(C(C1)NC(=O)OC(C)(C)C)O)C(C)C=C